ClC=1SC(=C(N1)Cl)C=O 2,4-DICHLORO-5-THIAZOLECARBOXALDEHYDE